5-(1H-pyrazol-4-yl)-2-{6-[(3R,5S)-3,4,5-trimethylpiperazin-1-yl]pyridazin-3-yl}pyridin-3-ol N1N=CC(=C1)C=1C=C(C(=NC1)C=1N=NC(=CC1)N1C[C@H](N([C@H](C1)C)C)C)O